Ethyl 1-(Cyanomethyl)-5,5-dimethyl-1,4,5,6-tetrahydrocyclopenta[b]pyrrole-2-carboxylate C(#N)CN1C2=C(C=C1C(=O)OCC)CC(C2)(C)C